FC=1C=CC(=NC1)NC(CN1C=2N(C3=C(C1=O)C=CC(=N3)C(F)(F)F)N=C(C2)CC(C)C)=O N-(5-Fluoropyridin-2-yl)-2-(2-isobutyl-5-oxo-8-(trifluoromethyl)pyrazolo[1,5-a]pyrido[3,2-e]pyrimidin-4(5H)-yl)acetamide